NC1=NC=NC=2N(C3=CC(=CC=C3C21)C2=CC=CC=C2)CC(=O)O 2-(4-amino-7-phenyl-9H-pyrimido[4,5-b]indol-9-yl)acetic acid